(Z)-4-amino-4-(furan-2-yl)but-3-ene-2-thione N\C(=C/C(C)=S)\C=1OC=CC1